oleoylether C(CCCCCCC\C=C/CCCCCCCC)(=O)OC(CCCCCCC\C=C/CCCCCCCC)=O